N-(2-(2-(dimethylamino)ethyl-methylamino)-4-methoxy-5-[[4-(1-methylindol-3-yl)pyrimidin-2-yl]amino]phenyl)prop-2-enamide CN(CCN(C1=C(C=C(C(=C1)OC)NC1=NC=CC(=N1)C1=CN(C2=CC=CC=C12)C)NC(C=C)=O)C)C